Cl.Cl.C[C@H]1CN(CCN1C)[C@@H](C(=O)O)C (R)-2-((S)-3,4-dimethylpiperazin-1-yl)propionic acid dihydrochloride